BrC1=CC=C2C(CC(SC2=C1)C(=O)O)=O 7-bromo-4-oxothiochromane-2-carboxylic acid